S1C(=NC=C1)C1=CC=C(C=C1)C=CC(=O)C1=CC=C(C(=O)O)C=C1 4-[3-[4-(1,3-Thiazol-2-yl)phenyl]prop-2-enoyl]benzoic acid